7-(1-(adamantan-1-ylmethyl)-5-methyl-1H-pyrazol-4-yl)-3-(6-(benzo[d]thiazol-2-ylamino)pyridazin-3-yl)imidazo[1,2-a]pyridine-8-carboxylic acid C12(CC3CC(CC(C1)C3)C2)CN2N=CC(=C2C)C2=C(C=3N(C=C2)C(=CN3)C=3N=NC(=CC3)NC=3SC2=C(N3)C=CC=C2)C(=O)O